titanium(IV) tetrachloride titanium(IV) ethoxide [O-]CC.[Ti+4].[Ti](Cl)(Cl)(Cl)Cl.[O-]CC.[O-]CC.[O-]CC